NC=1N(C(C=2C=C(C(=NC2C1C(=O)N)OC)C)=O)C1=C(C(=CC=C1C)OCOC)C 7-amino-2-methoxy-6-(3-(methoxymethoxy)-2,6-dimethylphenyl)-3-methyl-5-oxo-5,6-dihydro-1,6-naphthyridine-8-carboxamide